COC(=O)C1(CCN(CC1)C(=O)OC(C)(C)C)C(CSCC1=CC=CC=C1)O 4-(2-(phenylmethylsulfanyl)-1-hydroxyethyl)piperidine-1,4-dicarboxylic acid 1-tert-butyl 4-methyl ester